FC(C1=C(C(=O)N2CCC(CC2)C(=O)O)C=CC=C1)(F)F (2-(trifluoromethyl)benzoyl)piperidine-4-carboxylic acid